COC(=O)[C@H]1[C@@H]([C@H]([C@H]2O[C@H](OC[C@H]2O1)C1=CC=CC=C1)OS(=O)(=O)C(F)(F)F)OC(C)=O (2S,4aR,6R,7S,8S,8aS)-methyl-7-acetoxy-2-phenyl-8-(((trifluoromethyl)sulfonyl)oxy)hexahydropyrano[3,2-d][1,3]dioxine-6-carboxylate